(cis)-N,N-dimethyl-2-(2-oxo-4-(o-tolyl)-2H-chromen-7-yl)cyclopropane-1-carboxamide CN(C(=O)[C@H]1[C@H](C1)C1=CC=C2C(=CC(OC2=C1)=O)C1=C(C=CC=C1)C)C